[Cu+2].O=C(CNC(C1=CC=CC=C1)=O)N1CCC(CC1)C1=NC(=NO1)C1=NC2=CC=CC=C2C=C1 N-(2-oxo-2-(4-(3-(quinolin-2-yl)-1,2,4-oxadiazol-5-yl)piperidin-1-yl)ethyl)benzamide copper (II)